(1,4-dihydroxy-2-oxo-1,2-dihydroquinoline-3-carbonyl)glycine ethyl ester C(C)OC(CNC(=O)C=1C(N(C2=CC=CC=C2C1O)O)=O)=O